Cl.NCC=1C(=NC=CC1)N(C)C 3-(Aminomethyl)-N,N-dimethylpyridin-2-amine hydrochloride